N(CCN(CC(=O)O)CC=1C(=NC=CC1)C(=O)O)CCN(CC(=O)O)CC=1C(=NC=CC1)C(=O)O 6'-(((azanediylbis(ethane-2,1-diyl))bis((carboxymethyl)azanediyl))bis(methylene))dipicolinic acid